2-[2-(Ethoxymethyl)-5,7-dihydro-4H-thieno[2,3-c]pyridin-6-yl]ethanamine C(C)OCC1=CC2=C(CN(CC2)CCN)S1